C(CCCCCC(=O)ON1C(CCC1=O)=O)(=O)ON1C(CCC1=O)=O bis(2,5-dioxopyrrolidin-1-yl) pimelate